4-{[(2R)-2-bromobutanoyl]amino}2-fluorobenzamide Br[C@@H](C(=O)NC1=CC(=C(C(=O)N)C=C1)F)CC